C(C)(C)(C)C1=NN=C(S1)NC(=O)NC1=C(C=C(C=C1)OC1=CC=NC=2NC(C=NC21)=O)F 1-(5-(tert-butyl)-1,3,4-thiadiazol-2-yl)-3-(2-fluoro-4-((3-keto-3,4-dihydropyrido[2,3-b]pyrazin-8-yl)oxy)phenyl)urea